ClC=1C=C(C=CC1)NC(=O)NC1=C(C(=C(C=C1)F)C(=O)C=1C=C2N=C(C=NC2=CC1)C)F 1-(3-chlorophenyl)-3-(2,4-difluoro-3-(3-methylquinoxaline-6-carbonyl)phenyl)urea